aminoethylphosphinic acid NCCP(O)=O